N1C(=NC2=C1C=CC=C2)C=2C(=NC=CC2)C(=O)NC2CN(CC2)C(=O)C2=NC(=NC=C2)NC2=NC=CC=C2 (1H-benzo[d]imidazol-2-yl)-N-(1-(2-(pyridin-2-ylamino)pyrimidine-4-carbonyl)pyrrolidin-3-yl)pyridinamide